4-CHLORO-5-[4-(2,6-DICHLOROPHENYL)SULFONYLPIPERAZIN-1-YL]-1-BENZOFURAN-2-CARBOXYLIC ACID ClC1=C(C=CC2=C1C=C(O2)C(=O)O)N2CCN(CC2)S(=O)(=O)C2=C(C=CC=C2Cl)Cl